FC(CCNC(=O)C=1SC=NN1)(F)F N-(3,3,3-trifluoropropyl)-1,3,4-thiadiazole-2-carboxamide